6-(3-(difluoromethyl)-4-methylpyrido[4',3':4,5]thieno[2,3-c]pyridazin-8-yl)-2-oxa-6-azaspiro[3.3]heptane FC(C1=C(C2=C(N=N1)SC1=C2C=CN=C1N1CC2(COC2)C1)C)F